OC=1C=C2C(NC(C2=CC1)=O)=O 5-hydroxyisoindole-1,3-dione